C(C1=CC=CC=C1)OC1=C(C(=C2C=CC(=CC2=C1)NC(CN1C[C@@H]([C@H](CC1)C1=CC2=C(N(C(N2CC)=O)C2C(NC(CC2)=O)=O)C=C1)O)=O)F)N1S(NC(C1)=O)(=O)=O N-[7-benzyloxy-5-fluoro-6-(1,1,4-trioxo-1,2,5-thiadiazolidin-2-yl)-2-naphthyl]-2-[(3R,4R)-4-[1-(2,6-dioxo-3-piperidyl)-3-ethyl-2-oxo-benzimidazol-5-yl]-3-hydroxy-1-piperidyl]acetamide